3-((1-methyl-2-oxo-1,2-dihydropyridin-3-yl)amino)benzaldehyde CN1C(C(=CC=C1)NC=1C=C(C=O)C=CC1)=O